ClC=1C=CC(=NC1)C(C)C=1C=NN(C1)C1=NC(=CN=C1)N1CCCC1 2-(4-(1-(5-chloropyridin-2-yl)ethyl)-1H-pyrazol-1-yl)-6-(pyrrolidin-1-yl)pyrazine